C(CC(O)(C(=O)OC(CCCCCCCCCCCCCCCCC(C)C)=O)CC(=O)OC(CCCCCCCCCCCCCCCCC(C)C)=O)(=O)OC(CCCCCCCCCCCCCCCCC(C)C)=O triisoeicosanoyl citrate